COC1=C(C=CC=C1)N1C=NC2=C1C1=C(OC2=O)C=CC=C1 1-(2-Methoxy-phenyl)-[1]benzopyrano[3,4-d]imidazol-4(1H)-one